NC1=C(C=C(C=C1)C1=CC=C(C=C1)F)[N-]C(C1=CC=C(C=C1)S(=O)(=O)C=1C=NC(=CC1)OC)=O N-[2-amino-5-(4-fluorophenyl)phenyl]-4-[(6-methoxy-3-pyridyl)sulfonyl]benzoyl-amide